C1(CC1)C(=O)NC1=NN2C(C=C(C=C2)C=2C(=NOC2C)OC[C@H](C2=C(C=CC=C2)F)NC(OC(C)(C)C)=O)=C1 (S)-tert-butyl (2-((4-(2-(cyclopropanecarboxamido)pyrazolo[1,5-a]pyridin-5-yl)-5-methylisoxazol-3-yl)oxy)-1-(2-fluorophenyl)ethyl)carbamate